CN1N=CC(=C1)C(=O)NC1COC2=C1C=CC(=C2)C2=NOC(=N2)C 1-methyl-N-(6-(5-methyl-1,2,4-oxadiazol-3-yl)-2,3-dihydrobenzofuran-3-yl)-1H-pyrazole-4-carboxamide